3-phenoxybromobenzo[b]thiophene-1-oxide O(C1=CC=CC=C1)C=1C2=C(S(C1Br)=O)C=CC=C2